6-[4-[5-[2-(5-Hydroxypyridin-3-yl)ethynyl]pyridine-3-carbonyl]piperazin-1-yl]-N-propylpyridazine-3-carboxamide OC=1C=C(C=NC1)C#CC=1C=C(C=NC1)C(=O)N1CCN(CC1)C1=CC=C(N=N1)C(=O)NCCC